(2R)-4-{[3-(difluoromethyl)phenyl]methyl}-6,8-difluoro-2-methyl-7-nitro-2H-1,4-benzoxazin-3-one FC(C=1C=C(C=CC1)CN1C([C@H](OC2=C1C=C(C(=C2F)[N+](=O)[O-])F)C)=O)F